C1(CC1)C=1N(N=C2C=C(C=CC12)C=1C=C2CN(CC2=CC1)C(=O)OC(C)(C)C)C1CCC(CC1)CNC(C1=C(C(=C(C(=C1)F)OCC1=CC=C(C=C1)OC)F)F)=O tert-butyl 5-{3-cyclopropyl-2-[(1r,4r)-4-({2,3,5-trifluoro-4-[(4-methoxyphenyl)methoxy]benzamido}methyl)cyclohexyl]-2H-indazol-6-yl}-1,3-dihydro-2H-isoindole-2-carboxylate